N1(CCC1)C1=CC=C2C3(CC=4C(=NOC4C2=C1)NS(=O)(=O)C1=C(C=C(C=C1OC)C(=O)N1C2CC2NCCC1)OC)CC3 N-[8'-(azetidin-1-yl)-4'H-spiro[cyclopropane-1,5'-naphtho[2,1-d][1,2]oxazol]-3'-yl]-4-{2,6-diazabicyclo[5.1.0]octane-2-carbonyl}-2,6-dimethoxybenzenesulfonamide